Cl.ClC=1C(=NC=C(C1)C(F)(F)F)CCN 2-(3-chloro-5-(trifluoromethyl)pyridin-2-yl)ethane-1-amine hydrochloride